6-(2-chlorophenyl)-2-({4-[(3R)-3-(dimethylamino)pyrrolidin-1-yl]phenyl}amino)imidazo[1,2-a]pyrimido[5,4-e]pyrimidin-5(6H)-one ClC1=C(C=CC=C1)N1C=2N(C3=C(C1=O)C=NC(=N3)NC3=CC=C(C=C3)N3C[C@@H](CC3)N(C)C)C=CN2